C(C=C)(=O)N1[C@H](CN(CC1)C1=NC(=NC=2CC3(CCC12)CN(C1=CC=CC=C13)C)OC[C@H]1N(CCC1)C)CC#N 2-((2S)-1-acryloyl-4-(1-methyl-2'-(((S)-1-methylpyrrolidin-2-yl)methoxy)-5',8'-dihydro-6'H-spiro[indoline-3,7'-quinazolin]-4'-yl)piperazin-2-yl)acetonitrile